BrC=1C(=C(OCCN2N=NC(=C2)C(OCC)OCC)C=CC1)C 1-(2-(3-bromo-2-methylphenoxy)ethyl)-4-(diethoxymethyl)-1H-1,2,3-triazole